R-(+)-2,2'-dioxoethyl-6,6'-diacetyl-1,1'-binaphthyl O=CCC1=C(C2=CC=C(C=C2C=C1)C(C)=O)C=1C(CC=C2C=C(C=CC12)C(C)=O)=O